5-(4-(1,3-dioxolan-2-yl)piperidin-1-yl)-2',6'-bis(benzyloxy)-4-methyl-2,3'-bipyridine O1C(OCC1)C1CCN(CC1)C=1C(=CC(=NC1)C=1C(=NC(=CC1)OCC1=CC=CC=C1)OCC1=CC=CC=C1)C